NC1=NC=C(C=C1SCCC(=O)OCC(CCCC)CC)C(C)(C)C#N 2-ethylhexyl 3-((2-amino-5-(2-cyanopropan-2-yl)pyridin-3-yl)thio)propanoate